BiquinolineCarboxylic Acid N1=C(C(=CC2=CC=CC=C12)C(=O)O)C1=NC2=CC=CC=C2C=C1